C(C)(=O)N1C2=C(N(CC1)C1=C3C=C(C(N(C3=CC(=C1)N1CCOCC1)C)=O)C)C=NC(=C2)C=2C=NN(C2)C 5-(1-Acetyl-7-(1-methyl-1H-pyrazol-4-yl)-2,3-dihydropyrido[3,4-b]pyrazin-4(1H)-yl)-1,3-dimethyl-7-morpholinoquinolin-2(1H)-one